O(C1=CC=CC=C1)C=1OC(=C2C=CC=CC12)OC1=CC=CC=C1 1,3-diphenoxyisobenzofurane